(S)-tert-butyl (2,6-dimethyl-3-oxohept-1-en-4-yl)carbamate CC(=C)C([C@H](CC(C)C)NC(OC(C)(C)C)=O)=O